bis-[4-(4-aminophenoxy)phenyl]sulfone NC1=CC=C(OC2=CC=C(C=C2)S(=O)(=O)C2=CC=C(C=C2)OC2=CC=C(C=C2)N)C=C1